C[C@@H]1N(CCN(C1)C1COC1)C1=C(C=CC=C1)[N+](=O)[O-] 4-[(2S)-2-methyl-4-(oxetan-3-yl)piperazin-1-yl]-3-nitrobenzene